C(C)C1=CC=C(C=C1)N1N=CC(=C1)C=1C=C2C(=CNC2=CC1)NC(OC(C)(C)C)=O tert-butyl N-[5-[1-(4-ethylphenyl)pyrazol-4-yl]-1H-indol-3-yl]carbamate